C(C)(C)N(CC(=O)N1CCC(CC1)C=1C=C2C(=C(NC2=CC1)C=1C=C(C=2N(C1)N=CN2)C)C(C)C)C 2-(isopropyl-(methyl)amino)-1-(4-(3-isopropyl-2-(8-methyl-[1,2,4]triazolo[1,5-a]pyridin-6-yl)-1H-indol-5-yl)piperidin-1-yl)ethan-1-one